N=1N(N=C2C1C=CC=C2)C=2C=C(C(=O)C1=CC=CC=C1)C=C(C2O)C(C)(C)C 3-(2H-benzotriazol-2-yl)-5-(1,1-dimethylethyl)-4-hydroxybenzophenone